7-methyl-5-(6-(methylamino)pyridin-3-yl)-6-(3-azaspiro[5.5]undec-8-en-9-yl)-7H-pyrrolo[2,3-d]pyrimidin-4-amine CN1C(=C(C2=C1N=CN=C2N)C=2C=NC(=CC2)NC)C2=CCC1(CCNCC1)CC2